FC=1C(=C(C(=CC1)F)CNC(=O)C=1C(=NC=C(C1)C=1C=CC=2N(N1)C=C(N2)NC(C)=O)OC)OC N-[(3,6-difluoro-2-methoxyphenyl)methyl]-5-{2-acetamidoimidazo[1,2-b]pyridazin-6-yl}-2-methoxypyridine-3-carboxamide